N-(1-cyano-2-ethylperoxyethyl)-3-chlorobenzamide C(#N)C(COOCC)NC(C1=CC(=CC=C1)Cl)=O